ethyl (6R)-6-[4-(5-fluoro-2-pyrazin-2-yl-3-pyridyl)-1-piperidyl]-2-azaspiro[3.4]octane-2-carboxylate FC=1C=C(C(=NC1)C1=NC=CN=C1)C1CCN(CC1)[C@H]1CC2(CN(C2)C(=O)OCC)CC1